BrC=1C=C(C=CC1OC)[C@]12CCN([C@@H]2CC(CC1)=O)C (3aR,7aR)-3a-(3-bromo-4-methoxyphenyl)-1-methyloctahydro-6H-indol-6-one